Methyl 3-[[3,4-dichloro-10-(1-tetrahydropyran-2-ylpyrazol-4-yl)-6,7,8,9-tetrahydropyrido[1,2-a]indol-7-yl]amino]-3-oxo-propanoate ClC1=CC=C2C(=C3N(C2=C1Cl)CC(CC3)NC(CC(=O)OC)=O)C=3C=NN(C3)C3OCCCC3